propylhexene HCl Cl.C(CC)C=CCCCC